5-(2-Oxo-3-(3,4,5-trifluorobenzyl)pyrrolidin-1-yl)-3-(pyridazin-4-yl)-1-((2-(trimethylsilyl)ethoxy)methyl)-1H-pyrrole-2-carboxylic acid O=C1N(CCC1CC1=CC(=C(C(=C1)F)F)F)C1=CC(=C(N1COCC[Si](C)(C)C)C(=O)O)C1=CN=NC=C1